BrCC1=CC=C(C=C1)C=1C(=CC=CC1)C#N 4'-bromomethyl-2-biphenylnitrile